4-tertbutylcyclohexyl acrylate C(C=C)(=O)OC1CCC(CC1)C(C)(C)C